(+)-N-((4-(3-(hydroxymethyl)benzofuran-5-yl)pyridin-2-yl)methyl)-2-methylpropane-2-sulfinamide OCC1=COC2=C1C=C(C=C2)C2=CC(=NC=C2)CNS(=O)C(C)(C)C